CN1C[C@@H]2[C@H](CC1)CCN2C2=C(C=C(N=N2)C2=C(C=C(C=C2C)C)O)C(F)F 2-[6-[(3aR,7aS)-6-methyl-3,3a,4,5,7,7a-hexahydro-2H-pyrrolo[2,3-c]pyridin-1-yl]-5-(difluoromethyl)pyridazin-3-yl]-3,5-dimethyl-phenol